5-(5,6,7,8-tetrahydroimidazo[1,2-a]pyridin-6-yl)-2,3-dihydrospiro[inden-1,3'-pyrrolidine]-3-ol N=1C=CN2C1CCC(C2)C=2C=C1C(CC3(CNCC3)C1=CC2)O